imidazole-5-carboxylic acid, 1-[(isopropoxy)-carbonyloxy]-methyl ester N1C=NC=C1C(=O)OCOC(=O)OC(C)C